(1S,3S)-3-((6-(5-(((tert-butoxycarbonyl)amino)methyl)-1-methyl-1H-1,2,3-triazol-4-yl)-2-methylpyridin-3-yl)oxy)cyclohexane-1-carboxylic acid C(C)(C)(C)OC(=O)NCC1=C(N=NN1C)C1=CC=C(C(=N1)C)O[C@@H]1C[C@H](CCC1)C(=O)O